(R)-1-cyclopropyl-4-((3,5-dimethylisoxazol-4-yl)methyl)-N-(1-methylcyclopropyl)-5-oxo-1,2,4,5-tetrahydroimidazo[1,2-a]quinazoline-7-sulfonamide C1(CC1)[C@@H]1CN=C2N1C1=CC=C(C=C1C(N2CC=2C(=NOC2C)C)=O)S(=O)(=O)NC2(CC2)C